BrC1=CC2=C(N(C=N2)C2CN(C2)C(=O)OC(C)(C)C)C(=C1)C(F)(F)F tert-butyl 3-[5-bromo-7-(trifluoromethyl)-1,3-benzodiazol-1-yl]azetidine-1-carboxylate